ClC1=C(C(=O)O)C=CC(=C1)NC(C(C1=CC=CC=C1)NC(C=CC1=C(C(=CC=C1N1N=CN=N1)Cl)F)=O)=O 2-chloro-4-(2-(3-(3-chloro-2-fluoro-6-(2H-tetrazol-2-yl)phenyl)acrylamido)-2-phenylacetamido)benzoic acid